2-(2-((2-(5,6-dimethoxy-1-(3-methoxyphenyl)-1H-benzo[d]imidazol-2-yl)ethyl)amino)ethyl)-N-((3-fluoropyridin-2-yl)methyl)oxazole-4-carboxamide COC1=CC2=C(N(C(=N2)CCNCCC=2OC=C(N2)C(=O)NCC2=NC=CC=C2F)C2=CC(=CC=C2)OC)C=C1OC